(R)-8-(4-iodophenyl)octahydropyrazino[2,1-c][1,4]oxazine IC1=CC=C(C=C1)N1C[C@@H]2COCCN2CC1